4-methyl-N-(2-(3-phenyl-5-(m-tolyl)-2-(trifluoromethyl)-2,3-dihydro-1,3,4-oxadiazol-2-yl)phenyl)benzenesulfonamide CC1=CC=C(C=C1)S(=O)(=O)NC1=C(C=CC=C1)C1(OC(=NN1C1=CC=CC=C1)C=1C=C(C=CC1)C)C(F)(F)F